6-(2,5-diazabicyclo[2.2.1]heptan-2-yl)-2-(2,6-dioxopiperidin-3-yl)-4,5-difluoroisoindoline-1,3-dione C12N(CC(NC1)C2)C2=C(C(=C1C(N(C(C1=C2)=O)C2C(NC(CC2)=O)=O)=O)F)F